O=C1N(C(C=C1)=O)C(CCC(=O)O)CC 4-(2,5-Dioxopyrrol-1-yl)hexanoic acid